C1(=CC=CC=C1)S(=O)(=O)O.CC1=C2C(=C3C=CC(=NC3=C1)O)C(=C(S2)C(=O)O)NC[C@H](C)N (S)-methyl-1-((2-aminopropyl)amino)-7-hydroxythieno[3,2-f]quinoline-2-carboxylic acid benzenesulfonate